CN1[C@@H](CC1)[C@H](O)C1=CC=2C(=NC(=CC2)C2=CC=3C(N=C2)=NN(C3)C)S1 (S)-((2S)-1-methyl-2-azetidinyl)(6-(2-methyl-2H-pyrazolo[3,4-b]pyridin-5-yl)thieno[2,3-b]pyridin-2-yl)methanol